C(C)C(COC(C(=C)C)=O)CCCC 2-ethylhexylmethacrylate